COC(CCS(=O)[O-])=O.[Na+] sodium 3-methoxy-3-oxopropane-1-sulfinate